FC=1C=C2C(=C(/C(/C2=CC1)=C/C1=CC=C(C=C1)COC1=CC=C(C=C1)F)C)CC(=O)O 2-[(1Z)-5-Fluoro-1-(4-((4-fluorophenoxy)methyl)benzylidene)-2-methyl-1H-inden-3-yl]-acetic acid